ethyl (3bR,4aR)-1-(2-(1-(3-chloro-2-methylphenyl)-4-hydroxypiperidin-4-yl)ethyl)-3b,4,4a,5-tetrahydro-1H-cyclopropa[3,4]cyclopenta[1,2-c]pyrazole-3-carboxylate ClC=1C(=C(C=CC1)N1CCC(CC1)(O)CCN1N=C(C2=C1C[C@@H]1[C@H]2C1)C(=O)OCC)C